NC1CCN(CC1)C(C[C@@H]1CN(CCO1)CC1=C2C(N(C(C2=CC=C1)=O)C1C(NC(CC1)=O)=O)=O)=O 4-(((R)-2-(2-(4-aminopiperidin-1-yl)-2-oxoethyl)morpholinyl)methyl)-2-(2,6-dioxopiperidin-3-yl)isoindoline-1,3-dione